4-methyl-3-(pyridin-4-yl)-1H-pyrazol-5-amine CC=1C(=NNC1N)C1=CC=NC=C1